CC1=C(C=CC(=C1)C)S(=O)(=O)C=1N=NN2C1NC(C1=CC=C(C=C21)OCCCC#N)=O 4-[[3-(2,4-dimethylphenyl)sulfonyl-5-oxo-4H-triazolo[1,5-a]quinazolin-8-yl]oxy]butanenitrile